N1(C=CC2=CC=CC=C12)C(=O)C1=CC(=CC=C1)OC (1H-indol-1-yl)(3-methoxyphenyl)methanone